(Z)-4-(dimethylamino)-N'-(1-(pyridin-4-yl)ethylidene)benzohydrazide CN(C1=CC=C(C(=O)N\N=C(\C)/C2=CC=NC=C2)C=C1)C